ClC=1C=C(C=CC1F)C1=C(C=CC(=N1)C(CNC(C1=CC(=C(C=C1)N1N=CC=C1)OC)=O)=O)OC N-(2-(6-(3-chloro-4-fluorophenyl)-5-methoxypyridin-2-yl)-2-oxoethyl)-3-methoxy-4-(1H-pyrazol-1-yl)benzamide